6-(3-methoxy-4-((6-methylpyridin-3-yl)methoxy)phenylamino)-3-morpholinoquinoxaline-5-carbonitrile COC=1C=C(C=CC1OCC=1C=NC(=CC1)C)NC1=C(C=2N=C(C=NC2C=C1)N1CCOCC1)C#N